C(C)C1C(CC1)(C(=O)O)NC(=O)OC ethyl-1-[(methoxycarbonyl)amino]cyclobutanecarboxylic acid